C(C1=CC=CC=C1)O[C@H]1[C@](CC1)(O)C |r| rac-(1S,2R)-2-benzyloxy-1-methyl-cyclobutanol